NCCCNCCC[Si](OC)(OC)OC 3-(3-aminopropyl)aminopropyl-trimethoxysilane